2-[3-(3,9'-bi-9H-carbazol-9-yl)phenyl]dibenzo[f,h]quinoxaline C1=CC(=CC=2C3=CC=CC=C3N(C12)C=1C=C(C=CC1)C1=NC2=C3C(=C4C(=C2N=C1)C=CC=C4)C=CC=C3)N3C4=CC=CC=C4C=4C=CC=CC34